CC(C)C1=C(C=C2C(=C1)C(=O)[C@@H]3[C@@H]4[C@@]2(CCCC4(C)C)C(=O)O3)O The molecule is an abietane diterpenoid isolated from the stem bark of Fraxinus sieboldiana. It has a role as a plant metabolite. It is a diterpene lactone, a tetracyclic diterpenoid, a cyclic terpene ketone and an abietane diterpenoid.